BrC1=CC=C(C=C1)C1N(C(C12CCCCC2)=O)CC2=C1C=CN(C1=C(C=C2C)C)C(=O)OC(C)(C)C tert-butyl 4-((1-(4-bromophenyl)-3-oxo-2-azaspiro[3.5]non-2-yl) methyl)-5,7-dimethyl-1H-indole-1-carboxylate